C(=O)(O)C1=CC=CC(=N1)CNCCNCC1=NC(=CC=C1)C(=O)O bis{6-carboxy-2-pyridylmethyl}-ethylenediamine